2-(3,4-dihydroxybenzoyl)benzoic acid OC=1C=C(C(=O)C2=C(C(=O)O)C=CC=C2)C=CC1O